tert-butyl 3-[1-(2,6-dibenzyloxy-3-pyridyl)-3-methyl-2-oxo-benzimidazol-5-yl]piperidine-1-carboxylate C(C1=CC=CC=C1)OC1=NC(=CC=C1N1C(N(C2=C1C=CC(=C2)C2CN(CCC2)C(=O)OC(C)(C)C)C)=O)OCC2=CC=CC=C2